C1(=CC=CC=C1)C1=NC(=NO1)C1=C(C(=O)N)C=CC=C1 (5-phenyl-1,2,4-oxadiazol-3-yl)benzamide